N1=C(C=NC=C1)C1=CC=C(C=C1)C1=CC=C(C=C1)C=1N=NNC1C(=O)O 4-(4'-(pyrazin-2-yl)-[1,1'-biphenyl]-4-yl)-1H-1,2,3-triazole-5-carboxylic acid